[Re]=S rhenium sulfide